COC(=O)C1CC(C1)N1N=C2C=C(C(=CC2=C1)Br)F (1R,3R)-3-(5-bromo-6-fluoro-2H-indazol-2-yl)cyclobutanecarboxylic acid methyl ester